The molecule is a diterpene lactone isolated from Podocarpus latifolius and has been shown to exhibit inhibitory activity against activator protein 1 (AP-1). It has a role as a metabolite and an AP-1 antagonist. It is a gamma-lactone, a delta-lactone, a diterpene lactone and an organic heterotetracyclic compound. CC(C)[C@@H]1C2=C[C@@H]3[C@@H]4[C@@](C2=CC(=O)O1)(CCC[C@@]4(C(=O)O3)C)C